5-chloro-8-((2-(trimethylsilyl)ethoxy)methyl)-7,8-dihydro-6H-pyrazolo[1,5-a]pyrrolo[3,2-e]pyrimidine-3-carboxylic acid ClC1=NC=2N(C3=C1CCN3COCC[Si](C)(C)C)N=CC2C(=O)O